C(CC(C(CCCCCCCCCCCCCC)O)O)O octadecan-1,3,4-triol